tert-butyl (3R,4R)-3-hydroxy-4-(((1-methyl-1H-pyrazol-4-yl)oxy)methyl)pyrrolidine-1-carboxylate O[C@H]1CN(C[C@@H]1COC=1C=NN(C1)C)C(=O)OC(C)(C)C